(2-(ethylamino)-4-isopropyl-7-oxothieno[2,3-d]pyridazin-6(7H)-yl)acetic acid C(C)NC1=CC2=C(C(N(N=C2C(C)C)CC(=O)O)=O)S1